2-[6-[4-[3-[(3S,5S)-1-[1-(2-chloro-4-fluoro-phenyl)pyrazole-4-carbonyl]-5-methoxycarbonyl-pyrrolidin-3-yl]oxyphenyl]indazol-2-yl]hexylcarbamoyl]benzoic acid ClC1=C(C=CC(=C1)F)N1N=CC(=C1)C(=O)N1C[C@H](C[C@H]1C(=O)OC)OC=1C=C(C=CC1)C=1C2=CN(N=C2C=CC1)CCCCCCNC(=O)C1=C(C(=O)O)C=CC=C1